4,6-Difluorobenzo[d][1,3]dioxole-2-thione FC1=CC(=CC=2OC(OC21)=S)F